O(C1=CC=C(C=C1)O)C1=CC=C(C=C1)O 4,4'-(oxydiphenol)